(R)-4-bromo-6-chloro-2-((2,2-dimethyl-1,3-dioxolan-4-yl)methoxy)-3-((4-methoxybenzyl)oxy)pyridine BrC1=C(C(=NC(=C1)Cl)OC[C@H]1OC(OC1)(C)C)OCC1=CC=C(C=C1)OC